BrC=1C=C2C3(CNC(C2=CC1)=O)CCC3 6'-bromo-2',3'-dihydro-1'H-spiro[cyclobutane-1,4'-isoquinolin]-1'-one